N-methyl-dibenzylamine CN(CC1=CC=CC=C1)CC1=CC=CC=C1